COC=1C=C2C(=NC(=NC2=CC1OCCCN1CCCC1)N1CCCCC1)NC1=NNC(=C1)C 6-methoxy-N-(5-methyl-1H-pyrazol-3-yl)-2-(piperidin-1-yl)-7-(3-(pyrrolidin-1-yl)propoxy)quinazolin-4-amine